tert-butyl 4-(5-((8-fluoro-2-methylimidazo[1,2-a]pyridin-6-yl)carbamoyl)cinnolin-8-yl)piperazine-1-carboxylate FC=1C=2N(C=C(C1)NC(=O)C1=C3C=CN=NC3=C(C=C1)N1CCN(CC1)C(=O)OC(C)(C)C)C=C(N2)C